({[5-[(7-fluoroisoquinolin-8-yl) methoxy]-2-fluoro-4-methoxyphenyl] carbamoyl} amino) thiophene-2,3-dicarboxylate S1C(=C(C=C1)C(=O)[O-])C(=O)ONC(NC1=C(C=C(C(=C1)OCC=1C(=CC=C2C=CN=CC12)F)OC)F)=O